cyclododecyl (R)-4-((3S,8S,9S,10R,13R,14S,17R)-3-(ethoxymethoxy)-10,13-dimethyl-2,3,4,7,8,9,10,11,12,13,14,15,16,17-tetradecahydro-1H-cyclopenta[a]phenanthren-17-yl)pentanoate C(C)OCO[C@H]1CC[C@@]2([C@H]3CC[C@@]4([C@H](CC[C@H]4[C@@H]3CC=C2C1)[C@@H](CCC(=O)OC1CCCCCCCCCCC1)C)C)C